N1CC(C1)N(C(=O)C=1NC2=C(C(=C(C=C2C1)Cl)F)F)C N-(azetidin-3-yl)-5-chloro-6,7-difluoro-N-methyl-1H-indole-2-carboxamide